5-[6-(azetidin-1-yl)pyrimidin-4-yl]-2-{3-[(3RS)-3-cyclopropylpiperazin-1-yl]-1,2,4-triazin-6-yl}phenol N1(CCC1)C1=CC(=NC=N1)C=1C=CC(=C(C1)O)C1=CN=C(N=N1)N1C[C@H](NCC1)C1CC1 |r|